C(C)(C)(C)OC(=O)NCCOCCN1CCN(CC1)CC=1C=C2CN(CC2=CC1)C(=O)OCC1=CC=CC=C1 benzyl 5-((4-(2-(2-((tert-butoxycarbonyl)amino)ethoxy)ethyl)piperazin-1-yl)methyl)isoindoline-2-carboxylate